COC(C(C)(C)N[C@@H]1CC[C@H](CC1)CCCOC1C[C@H](N([C@H](C1)C)C(=O)OC(C)(C)C)C)=O (2R,4r,6S)-tert-Butyl 4-(3-((trans)-4-((1-methoxy-2-methyl-1-oxopropan-2-yl)amino)cyclohexyl)propoxy)-2,6-dimethylpiperidine-1-carboxylate